N[C@H](CCCCNC(=O)N1CCC(CC1)C(=O)O)C(=O)O (R)-1-((5-amino-5-carboxypentyl)carbamoyl)piperidine-4-carboxylic acid